N1C=NC2=C1C=CC(=C2)N2C(N(CC2C2=CC=C(C=C2)OCCC)CCCC2=CC=CC=C2)=O 3-(1H-Benzo[d]imidazol-5-yl)-1-(3-phenylpropyl)-4-(4-propoxyphenyl)imidazolidin-2-on